C(=C)[C-]1C(=CC=C1)C=C.[CH-]1C=CC=C1.[Fe+2] 1,2-divinyl-ferrocene